tert-butyl N-[[(4-fluorophenyl)(methyl)carbamoyl]methyl]carbamate FC1=CC=C(C=C1)N(C(=O)CNC(OC(C)(C)C)=O)C